3-Cyano-1-propylboronic acid pinacol ester C(#N)CCCB1OC(C)(C)C(C)(C)O1